2-[4-(difluoromethoxy)phenyl]-6-methyl-pyridine-4-carboxylic acid FC(OC1=CC=C(C=C1)C1=NC(=CC(=C1)C(=O)O)C)F